N-[(3S)-1-(3-ethylpyrrolo[1,2-a]pyrazin-1-yl)pyrrolidin-3-yl]-2-(4-hydroxy-1-piperidyl)thiazole-4-carboxamide C(C)C=1N=C(C=2N(C1)C=CC2)N2C[C@H](CC2)NC(=O)C=2N=C(SC2)N2CCC(CC2)O